C[C@@H]\\1[C@H]2[C@H](CC/C1=C\\C(=O)OCCN(C)C)[C@]3(CC[C@@H](C([C@@H]3C[C@@H]2O)(C)C)O)C The molecule is a tricyclic diterpenoid that is is isolated from several plant species including Erythrophleum guineense and Erythrophleum ivorense. It is toxic with a digitalis like effect on the heart and a strong local anesthetic action. It has a role as a plant metabolite, a cardiotonic drug, a local anaesthetic, an antiseptic drug and an EC 3.6.3.9 (Na(+)/K(+)-transporting ATPase) inhibitor. It is a tricyclic diterpenoid, a diol, an enoate ester and a tertiary amino compound. It derives from a hydride of a podocarpane.